C(#N)CCC1CO1 4-cyano-1,2-epoxybutane